1-(4-(2-(3,4-dimethoxyphenyl)-3-(2,2,2-trifluoroethyl)-1H-indol-5-yl)piperidin-1-yl)-2-(1H-tetrazol-5-yl)ethan-1-one COC=1C=C(C=CC1OC)C=1NC2=CC=C(C=C2C1CC(F)(F)F)C1CCN(CC1)C(CC1=NN=NN1)=O